N-(2,6-dichlorophenyl)-4-(2,2-difluoroethoxy)-2-{[1-(1-methylpiperidin-4-yl)-1H-pyrazol-4-yl]amino}pyrimidine-5-carboxamide ClC1=C(C(=CC=C1)Cl)NC(=O)C=1C(=NC(=NC1)NC=1C=NN(C1)C1CCN(CC1)C)OCC(F)F